dodecanoyl-ascorbic acid C(CCCCCCCCCCC)(=O)[C@]1(C(=C(C(=O)O1)O)O)[C@@H](O)CO